C[C@](C(=O)O)(CCC(C)(C)C)NCC1=CC=2CCCCC2C=C1 (R)-2,5,5-trimethyl-2-{[(5,6,7,8-tetrahydro-2-naphthyl)methyl]amino}hexanoic acid